OC(C)(C)C=1C=CC(=NC1)C1=CC=C(CN2C=CC3=CC(=CC=C23)N2N=C(C=C2C)C(=O)N)C=C1 1-(1-(4-(5-(2-Hydroxypropan-2-yl)pyridin-2-yl)benzyl)-1H-indol-5-yl)-5-methyl-1H-pyrazol-3-carboxamid